tert-butyl 3-methyl-2-methylene-4-oxo-4-(((S)-1-(4-(trifluoromethyl)phenyl)ethyl)amino)butanoate CC(C(C(=O)OC(C)(C)C)=C)C(N[C@@H](C)C1=CC=C(C=C1)C(F)(F)F)=O